CN1C(C(CCC1=O)N1C(C2=CC=CC(=C2C1=O)N1CCN(CC1)C(CCCC(=O)O)=O)=O)=O 5-(4-(2-(1-methyl-2,6-dioxopiperidin-3-yl)-1,3-dioxoisoindolin-4-yl)piperazin-1-yl)-5-oxopentanoic acid